bis[2-hydroxyethyl]oleyl-amine OCCN(CCCCCCCC\C=C/CCCCCCCC)CCO